Cis-1-(1-ethoxyethyl)-3-methyl-6-azabicyclo[3.1.1]heptane C(C)OC(C)C12CC(CC(N1)C2)C